tert-butyl 4-(3-methyl-5-(4,4,5,5-tetramethyl-1,3,2-dioxaborolan-2-yl)-1H-indazol-1-yl)-[1,4'-bipiperidine]-1'-carboxylate CC1=NN(C2=CC=C(C=C12)B1OC(C(O1)(C)C)(C)C)C1CCN(CC1)C1CCN(CC1)C(=O)OC(C)(C)C